C1(CC1)C1=C(SC2=C1N=C(NC2=O)[C@@H]2N1CCC(C2)CC1)C=1C=NNC1 |o1:13| (R or S)-7-cyclopropyl-6-(1H-pyrazol-4-yl)-2-(quinuclidin-2-yl)thieno[3,2-d]pyrimidin-4(3H)-one